(2,4-dimethoxy-phenyl)methan-amine COC1=C(C=CC(=C1)OC)CN